methyl 4-(butylamino)-2-isopropylbenzoate C(CCC)NC1=CC(=C(C(=O)OC)C=C1)C(C)C